1-isobutyryl-6-methyl-N-(4-(oxazol-2-yl)benzyl)-4-(phenylsulfonyl)piperazine-2-carboxamide C(C(C)C)(=O)N1C(CN(CC1C)S(=O)(=O)C1=CC=CC=C1)C(=O)NCC1=CC=C(C=C1)C=1OC=CN1